N(=O)[O-].N(=O)[O-].[Pb+2] lead (II) dinitrite